FC(C1=CC=C(C=C1)/C=C/C1CN(CC1)C(C=C)=O)(F)F 1-{3-[(E)-2-[4-(trifluoromethyl)phenyl]vinyl]pyrrolidin-1-yl}prop-2-en-1-one